C(#N)C=1C=C(NC[C@@H]2CC[C@H](CC2)C(=O)O)C=CC1F trans-4-[(3-cyano-4-fluoro-anilino)methyl]cyclohexanecarboxylic acid